CN(C)C1=CC=C(C(=O)O)C=C1 4-(N,N-dimethylamino)-benzoic acid